N-[3-Chloro-4-[[3-[[(4R)-4-hydroxypyrrolidin-2-carbonyl]amino]cyclobutyl]carbamoyl]phenyl]-5-(2,3-difluoro-4-methoxyphenyl)-1-methylimidazol-2-carboxamid ClC=1C=C(C=CC1C(NC1CC(C1)NC(=O)C1NC[C@@H](C1)O)=O)NC(=O)C=1N(C(=CN1)C1=C(C(=C(C=C1)OC)F)F)C